NC1=CC=C(CN2N=CC(=C2)NC2=NC=C(C(=N2)C=2C=NN(C2)C(=O)OC(C)(C)C)Cl)C=C1 tert-butyl 4-(2-((1-(4-aminobenzyl)-1H-pyrazol-4-yl) amino)-5-chloropyrimidin-4-yl)-1H-pyrazole-1-carboxylate